Chloro-2,3'-bipyridine ClC=1C(=NC=CC1)C=1C=NC=CC1